(Z)-3-amino-2-cyano-3-phenylpropan-2-enoic acid ethyl ester C(C)OC(\C(=C(\C1=CC=CC=C1)/N)\C#N)=O